C1(CC1)C=1C=CC=2N(C1)C=C(N2)CNC2=CC1=C(S(C=C(N1)[C@@H]1[C@H](C1)C1=NC=CC(=N1)C)(=O)=O)C=C2 |r| rac-6-(((6-cyclopropylimidazo[1,2-a]pyridin-2-yl)methyl)amino)-3-((1S*,2S*)-2-(4-methylpyrimidin-2-yl)cyclopropyl)-4H-benzo[b][1,4]thiazine 1,1-dioxide